7,9-dihydroxy-10H-[1,3]dioxolo[4,5-b]xanthene-10-one OC=1C=C2OC=3C=C4C(=CC3C(C2=C(C1)O)=O)OCO4